7-bromo-4,6-dichloro-8-fluoro-5-methoxy-quinazoline BrC1=C(C(=C2C(=NC=NC2=C1F)Cl)OC)Cl